n-butyl cetyl phosphate P(=O)(OCCCC)(OCCCCCCCCCCCCCCCC)[O-]